biphenyl-2-yl-(o-biphenyl) C1(=C(C=CC=C1)C1=C(C=CC=C1)C1=CC=CC=C1)C1=CC=CC=C1